C(CCC)OC(=O)N1C(CC(CC1)NC([C@H](C)NC(=O)OC(C)(C)C)=O)(C(=O)O)CCCCB1OC(C(O1)(C)C)(C)C butoxycarbonyl-4-[[(2S)-2-(tert-butoxycarbonylamino)propanoyl]amino]-2-[4-(4,4,5,5-tetramethyl-1,3,2-dioxaborolan-2-yl)butyl]piperidine-2-carboxylic acid